(S)-2-(2-chloro-4-(6-((4-cyano-2-fluorobenzyl)oxy)-5-fluoropyridin-2-yl)-5-methylbenzyl)-1-(4,4-dimethyltetrahydrofuran-3-yl)-1H-benzo[d]imidazole-6-carboxylic acid ClC1=C(CC2=NC3=C(N2[C@@H]2COCC2(C)C)C=C(C=C3)C(=O)O)C=C(C(=C1)C1=NC(=C(C=C1)F)OCC1=C(C=C(C=C1)C#N)F)C